tert-butyl 9-(5-chloro-2-(((3s,4r)-3-hydroxytetrahydro-2H-pyran-4-yl) amino) pyrimidin-4-yl)-7-fluoro-1,4-dihydrobenzo[c][2,7]naphthyridine-3(2H)-carboxylate ClC=1C(=NC(=NC1)N[C@H]1[C@@H](COCC1)O)C1=CC2=C(N=CC=3CN(CCC23)C(=O)OC(C)(C)C)C(=C1)F